C(C=C)C([C@H](O)[C@@H](O)[C@H](O)CO)O 1-allyl-xylitol